(S)-quinuclidin-3-yl (6'-(3-(dimethylamino)phenyl)-3',4'-dihydro-1'H-spiro[cyclopropane-1,2'-naphthalen]-1'-yl)carbamate CN(C=1C=C(C=CC1)C=1C=C2CCC3(C(C2=CC1)NC(O[C@@H]1CN2CCC1CC2)=O)CC3)C